N-ethyl-d-nonadecyl-N-octadecylanilinium [tetrakis(perfluorophenyl)borate] FC1=C(C(=C(C(=C1F)F)F)F)[B-](C1=C(C(=C(C(=C1F)F)F)F)F)(C1=C(C(=C(C(=C1F)F)F)F)F)C1=C(C(=C(C(=C1F)F)F)F)F.C(C[2H])[N+](C1=CC=CC=C1)(CCCCCCCCCCCCCCCCCC)CCCCCCCCCCCCCCCCCCC